4-((3-(4-(difluoromethoxy)phenyl)imidazo[1,2-a]pyrazin-8-yl)amino)-N-methyl-2-nitrobenzamide FC(OC1=CC=C(C=C1)C1=CN=C2N1C=CN=C2NC2=CC(=C(C(=O)NC)C=C2)[N+](=O)[O-])F